2-methyl-2-(4'-(2-(oxetan-3-yl)ethoxy)-[1,1'-biphenyl]-4-yl)propionic acid ethyl ester C(C)OC(C(C)(C1=CC=C(C=C1)C1=CC=C(C=C1)OCCC1COC1)C)=O